N-((3R,4S)-3-hydroxytetrahydro-2H-pyran-4-yl)-6-(4-(2-methyloxazol-4-yl)benzyl)-5-oxo-5,6-dihydro-1,6-naphthyridine-8-carboxamide O[C@H]1COCC[C@@H]1NC(=O)C1=CN(C(C=2C=CC=NC12)=O)CC1=CC=C(C=C1)C=1N=C(OC1)C